ruthenium-magnesium oxide [O-2].[Mg+2].[Ru+3]